[Si](C1=CC=CC=C1)(C1=CC=CC=C1)(C(C)(C)C)OCC(CN1[C@@H](C=2C=C3C(=CC2C[C@H]1C)OCO3)C3=CC=C(C=C3)NC3CN(CC3)CCCF)(F)F N-(4-((5R,7R)-6-(3-((tert-butyldiphenylsilyl)oxy)-2,2-difluoropropyl)-7-methyl-5,6,7,8-tetrahydro-[1,3]dioxolo[4,5-g]isoquinolin-5-yl)phenyl)-1-(3-fluoropropyl)pyrrolidin-3-amine